COC(=O)C=1N=C(NC1C1=CC=C(C=C1)Cl)C1=CC=CC=C1 2-phenyl-5-(p-chlorophenyl)-1H-imidazole-4-carboxylic acid methyl ester